C(C1=CC=CC=C1)(=O)ONS(=O)(=O)C1=C(C(=C(C(=C1F)F)F)F)OC1CC1 ((2-cyclopropoxy-3,4,5,6-tetrafluorophenyl) sulfonylamino) benzoate